NC(C1=CC=C(OCC(=O)NCCOCCOCC(=O)NCCOCCOCC(=O)N)C=C1)C1=C(C=C(C=C1)OC)OC 2-[2-[2-[[2-[2-[2-[[2-[4-[amino-(2,4-dimethoxyphenyl)methyl]phenoxy]acetyl]amino]ethoxy]ethoxy]acetyl]amino]ethoxy]ethoxy]acetamide